FC(CC1=NSC(=N1)NC(=O)C1=COC(=C1)C1=CC(=CC=C1)OC(F)(F)F)(C)F N-(3-(2,2-difluoropropyl)-1,2,4-thiadiazol-5-yl)-5-(3-(trifluoromethoxy)phenyl)furan-3-carboxamide